S1C(CC=C1)=O 2-thiophenone